FC1(CCC(CC1)NC=1C=C(C#N)C=C(C1)C)F 3-((4,4-difluorocyclohexyl)amino)-5-methylbenzonitrile